BrC=1C=CC(=C(C1)C1=NC2=CC(=C(C=C2C(=N1)N)N)OC(F)F)OC (5-bromo-2-methoxyphenyl)-7-(difluoromethoxy)quinazoline-4,6-diamine